2-[[4-[2-(2,5-dioxopyrrol-1-yl)ethoxy]-6-[2-[(2-hydroxybenzoyl)amino]ethylamino]-1,3,5-triazin-2-yl]amino]ethyl 2-[4-(diethylamino)-2-hydroxy-benzoyl]benzoate C(C)N(C1=CC(=C(C(=O)C2=C(C(=O)OCCNC3=NC(=NC(=N3)OCCN3C(C=CC3=O)=O)NCCNC(C3=C(C=CC=C3)O)=O)C=CC=C2)C=C1)O)CC